C(C)OC1=NC=CC(=N1)C1=CC=2C=NC(=CC2N1)NC(=O)C1CC(C1)O (1r,3r)-N-(2-(2-ethoxypyrimidin-4-yl)-1H-pyrrolo[3,2-c]pyridin-6-yl)-3-hydroxycyclobutanecarboxamide